6-chloro-9-((5-ethynylpyridin-2-yl)methyl)-9H-purine ClC1=C2N=CN(C2=NC=N1)CC1=NC=C(C=C1)C#C